rac-ethyl (1S*,2S*)-2-(4-methyl-1,3,5-triazin-2-yl)cyclopropane-1-carboxylate CC1=NC(=NC=N1)[C@@H]1[C@H](C1)C(=O)OCC |r|